2-[(2R)-3-(3,4-dihydro-1H-isoquinolin-2-yl)-2-hydroxy-propyl]-6-[[1-(2-methoxyethyl)-4-piperidinyl]oxy]-3,4-dihydroisoquinolin-1-one C1N(CCC2=CC=CC=C12)C[C@H](CN1C(C2=CC=C(C=C2CC1)OC1CCN(CC1)CCOC)=O)O